S(=O)(=O)(O)O[C@@H]([C@@H](C=O)O)[C@@H](O)[C@H](O)C(=O)O iduronic acid 3-sulfate